NCCCC=1C=C(OCC(C(C)C)O)C=CC1 1-(3-(3-aminopropyl)phenoxy)-3-methylbutan-2-ol